2-(2-((5'-(1-aminoisoquinolin-5-yl)-2',3'-dihydrospiro[cyclohexane-1,1'-indene]-3'-yl)oxy)-6-methylphenyl)acetic acid NC1=NC=CC2=C(C=CC=C12)C=1C=C2C(CC3(C2=CC1)CCCCC3)OC3=C(C(=CC=C3)C)CC(=O)O